C(#N)C1=CC(=C(C=C1)CCCC(=O)O)NC(C(C)N1C=C(C2=CC=C(C=C12)C(NC1CCCC1)=O)C)=O 4-[4-cyano-2-((2-[6-(cyclopentylcarbamoyl)-3-methyl-1H-indol-1-yl]propanoyl)amino)phenyl]butanoic acid